(E)-N-(3-((5-chloro-2-((1-methyl-1H-pyrazol-4-yl)amino)pyrimidin-4-yl)amino)-4-fluorophenyl)-4-(dimethylamino)but-2-enamide ClC=1C(=NC(=NC1)NC=1C=NN(C1)C)NC=1C=C(C=CC1F)NC(\C=C\CN(C)C)=O